1-methyl-4-(4-methyl-3-pentenyl)-4-cyclohexen-1-yl-carboxylic acid CC1(CCC(=CC1)CCC=C(C)C)C(=O)O